The molecule is an organophosphate oxoanion that is the trianion obtained by removal of the three protons from the diphosphate group of 2-trans,6-trans-farnesyl diphosphate. It has a role as a human metabolite and a Saccharomyces cerevisiae metabolite. It is a conjugate base of a 2-trans,6-trans-farnesyl diphosphate. CC(=CCC/C(=C/CC/C(=C/COP(=O)([O-])OP(=O)([O-])[O-])/C)/C)C